4-((2S)-1,2-dihydroxypropyl)-4-(Hydroxymethyl)piperidine-1-carboxylate OC([C@H](C)O)C1(CCN(CC1)C(=O)[O-])CO